2-amino-5-fluoro-5-methyl-hexan-1-ol NC(CO)CCC(C)(C)F